C1(=CC=CC=C1)P(=CC(=O)OCC)(C1=CC=CC=C1)C1=CC=CC=C1 ethyl 2-(triphenyl-phosphanylidene)acetate